3-(4-((4-(tert-butyl)phenyl)amino)cyclohexyl)propenamide C(C)(C)(C)C1=CC=C(C=C1)NC1CCC(CC1)C=CC(=O)N